R-2,2-binaphthol C=1(C(=CC=C2C=CC=CC12)C1=CC2=CC=CC=C2C=C1)O